[bis(2-diphenylphosphinoethyl)amino]iron(II) C1(=CC=CC=C1)P(CCN(CCP(C1=CC=CC=C1)C1=CC=CC=C1)[Fe+])C1=CC=CC=C1